C[C@@H]1CCNC(OCC=2C=CC=C(C3=NNC4=CC(=C(O1)C=C34)C)C2)=O (13R)-13,16-dimethyl-8,14-dioxa-10,19,20-triazatetracyclo[13.5.2.12,6.018,21]tricosa-1(20),2,4,6(23),15,17,21-heptaen-9-one